3-(7-(4-hydroxypiperidin-4-yl)-3-oxo-[1,2,4]triazolo[4,3-a]pyridin-2(3H)-yl)piperidine-2,6-dione OC1(CCNCC1)C1=CC=2N(C=C1)C(N(N2)C2C(NC(CC2)=O)=O)=O